9,9',9'',9'''-(5-(benzo[d]thiazol-2-yl)-6-cyanobenzene-1,2,3,4-tetrayl)tetrakis(9H-carbazole-3,6-dicarbonitrile) S1C(=NC2=C1C=CC=C2)C=2C(=C(C(=C(C2C#N)N2C1=CC=C(C=C1C=1C=C(C=CC21)C#N)C#N)N2C1=CC=C(C=C1C=1C=C(C=CC21)C#N)C#N)N2C1=CC=C(C=C1C=1C=C(C=CC21)C#N)C#N)N2C1=CC=C(C=C1C=1C=C(C=CC21)C#N)C#N